2-(difluoromethoxy)-N,6-dimethoxy-N-methylisonicotinamide FC(OC=1C=C(C(=O)N(C)OC)C=C(N1)OC)F